C(C)(C)(C)OC(=O)N([C@H]1CN(CCC1)C1=CC=C(C(=O)OC)C=C1)CC1CCC1 methyl 4-[(3R)-3-[tert-butoxycarbonyl(cyclobutylmethyl)amino]-1-piperidyl]benzoate